CNC(C1=C(C=CC=C1)SC1=CC=C2C(=NN(C2=C1)C(C1=CN=CC=C1)=O)\C=C\C1=NC=CC=C1)=O N-methyl-2-((3-((E)-2-(2-pyridinyl)vinyl)-1-(nicotinoyl)-1H-indazol-6-yl)thio)benzamide